ClC1=C(C=C(C=C1)F)C1=C(C2=C(N=C(N=C2)SC)N(C1=O)C)C#C[Si](C(C)C)(C(C)C)C(C)C 6-(2-chloro-5-fluorophenyl)-8-methyl-2-(methylsulfanyl)-5-[2-(triisopropylsilyl)ethynyl]pyrido[2,3-d]pyrimidin-7-one